N-phenyl-diethanolamine perchlorate Cl(=O)(=O)(=O)O.C1(=CC=CC=C1)N(CCO)CCO